1-[2-(1H-indazol-4-yl)thiazol-5-yl]-1-(6-methylimidazo[1,2-a]pyridin-2-yl)ethanol N1N=CC2=C(C=CC=C12)C=1SC(=CN1)C(C)(O)C=1N=C2N(C=C(C=C2)C)C1